N1=CNC2=CC3=C(C(NCCO3)=O)C=C21 7,8-dihydro-3H-imidazo[4',5':4,5]benzo[1,2-f][1,4]oxazepin-9(6H)-one